2'-fluoro-3'-fluoroguanosine-3'-phosphorothioate P(O)(O)(=S)O[C@]1([C@]([C@@H](O[C@@H]1CO)N1C=NC=2C(=O)NC(N)=NC12)(O)F)F